tris-(dimethylaminomethyl)phenol CN(C)CC1=C(C(=C(C=C1)O)CN(C)C)CN(C)C